OC1=C(C=CC(=C1)OC(F)(F)F)C1=NN=C(C(N1C)=O)N[C@H]1CN(CCC1)C 3-[2-Hydroxy-4-(trifluoromethoxy)phenyl]-4-methyl-6-[[(3R)-1-methyl-3-piperidyl]amino]-1,2,4-triazin-5-one